1-Benzyl-4-(1-(tetrahydro-2H-pyran-2-yl)-1H-indazol-5-yl)piperidin-4-ol C(C1=CC=CC=C1)N1CCC(CC1)(O)C=1C=C2C=NN(C2=CC1)C1OCCCC1